ClC=1C=CC(=C(C(=O)NCCN2CCN(CC2)C)C1F)OC(C)C 5-chloro-6-fluoro-N-[2-(4-methylpiperazin-1-yl)ethyl]-2-[(propan-2-yl)oxy]benzamide